COCOC=1C(=C(C2=C(C=CC=C2C1)C#C[Si](C(C)C)(C(C)C)C(C)C)O)C 3-(methoxymethoxy)-2-methyl-8-((triisopropylsilyl)ethynyl)naphthalen-1-ol